(R)-3-(2-amino-2-phenylethyl)-5-(2-fluoro-3-methoxy-phenyl)-1-(2-fluoro-6-trifluoromethyl-benzyl)-6-methylpyrimidine-2,4(1H,3H)-dione N[C@@H](CN1C(N(C(=C(C1=O)C1=C(C(=CC=C1)OC)F)C)CC1=C(C=CC=C1C(F)(F)F)F)=O)C1=CC=CC=C1